[8-[benzyloxycarbonyl-[(1-methyl-4-piperidyl)methyl]amino]-15-(4-butyldecanoyloxy)pentadecyl] 4-butyldecanoate C(CCC)C(CCC(=O)OCCCCCCCC(CCCCCCCOC(CCC(CCCCCC)CCCC)=O)N(CC1CCN(CC1)C)C(=O)OCC1=CC=CC=C1)CCCCCC